ClC1=C(C(=O)N[C@H]2[C@H]3CC[C@@H](C2)N3C#N)C=CC(=C1)C=1C=C3[C@](CCC3=CC1)(C)C#N 2-chloro-N-((1R,2R,4S)-7-cyano-7-azabicyclo[2.2.1]heptan-2-yl)-4-((3R)-3-cyano-3-methyl-2,3-dihydro-1H-inden-5-yl)benzamide